FC1=C(C=C(C=C1)F)C1=CC2=C(N(C(N2C)=O)[C@H](CS(=O)(=O)C)C2=NC(=C(C=C2)OC)OCC)C=C1 (S)-5-(2,5-difluorophenyl)-1-(1-(6-ethoxy-5-methoxypyridin-2-yl)-2-(methylsulfonyl)ethyl)-3-methyl-1H-benzo[d]imidazol-2(3H)-one